2,4-difluoro-5-(4,4,5,5-tetramethyl-1,3,2-dioxaborolan-2-yl)-N-(2,4,4-trimethylpentan-2-yl)benzamide FC1=C(C(=O)NC(C)(CC(C)(C)C)C)C=C(C(=C1)F)B1OC(C(O1)(C)C)(C)C